5-(Ethylsulfonyl)-2-(3-fluoropropanoyl)-N-[4-(1,1,1,3,3,3-hexafluoro-2-hydroxypropan-2-yl)phenyl]-2,3-dihydro-1H-isoindol-1-carboxamid C(C)S(=O)(=O)C=1C=C2CN(C(C2=CC1)C(=O)NC1=CC=C(C=C1)C(C(F)(F)F)(C(F)(F)F)O)C(CCF)=O